(6S)-6-{2-Chloro-3-[2-(trifluoro-methyl)phenyl]phenyl}-2-imino-6-methyl-3-[(2S,4S)-2-methyl-tetrahydropyran-4-yl]hexahydro-pyrimidin-4-one trifluoroacetic acid salt FC(C(=O)O)(F)F.ClC1=C(C=CC=C1C1=C(C=CC=C1)C(F)(F)F)[C@@]1(CC(N(C(N1)=N)[C@@H]1C[C@@H](OCC1)C)=O)C